C(C)N(C)CC1=CC(=C(C=C1)N1C=NC(=C1)C1=NC(=NC=C1C(F)(F)F)NC1CCN(CC1)S(=O)(=O)C)C(F)(F)F 4-(1-(4-((Ethyl(methyl)amino)meth-yl)-2-(trifluoromethyl)phenyl)-1H-imidazol-4-yl)-N-(1-(methylsulfonyl)piperidin-4-yl)-5-(trifluoromethyl)pyrimidin-2-amine